COC1(C=C(C(C2(CC2)C1)=O)C#N)C1=NC(=CC=C1)C1=CC=NN1C 7-methoxy-7-(6-(1-methyl-1H-pyrazol-5-yl)pyridin-2-yl)-4-oxospiro[2.5]oct-5-ene-5-carbonitrile